ClC1=C(C=CC=C1NC(=O)C1=NN2C(C(CCC2)N2CCCC2)=C1)C1=C(C(=CC=C1)NC(C1=NC=C(C=C1F)CN1C[C@@H](CC1)O)=O)Cl (3R)-1-(2-((2,2'-dichloro-3'-(3-fluoro-5-(((R)-3-hydroxypyrrolidin-1-yl)methyl)picolinamido)-[1,1'-biphenyl]-3-yl)carbamoyl)-4,5,6,7-tetrahydropyrazolo[1,5-a]pyridin-4-yl)pyrrolidine